di-butyltris(dimethylamino)tin C(CCC)C(N(C)[Sn](N(C)C)N(C)C)CCCC